(Z)-3-(1-(4-amino-2-fluoro-but-2-en-1-yl)-6-(pyrrolidine-1-carbonyl)-1H-benzo[d][1,2,3]triazol-4-yl)-N-methylbenzenesulfonamide hydrochloride Cl.NC\C=C(\CN1N=NC2=C1C=C(C=C2C=2C=C(C=CC2)S(=O)(=O)NC)C(=O)N2CCCC2)/F